C(CCC)C1N(S(C2=C(N(C1)C1=CC=CC=C1)C=C(C(=C2)OCC(C(=O)OC)OC)SC)(=O)=O)C methyl 3-((3-butyl-2-methyl-7-(methylthio)-1,1-dioxido-5-phenyl-2,3,4,5-tetrahydro-1,2,5-benzothiadiazepin-8-yl)oxy)-2-methoxypropanoate